NC=1C(=CC(=NC1)Br)CO (5-amino-2-bromo-4-pyridyl)methanol